ClC1=C2C(C=3C(CN4C(CC5(CC5)[C@H]4C3CN=C1)=O)C1=NC=C(N1)C=1N(C=NC1)C)=CC(C=C2F)=O |o1:13| (S*)-7-chloro-8-fluoro-12-(3'-methyl-3H,3'H-[4,4'-biimidazol]-2-yl)-13,14-dihydro-2H-spiro[benzo[5,6]azocino[4,3-g]indolizine-3,1'-cyclopropane]-1,10(4H,12H)-dione